4-bromo-N-(4-nitrophenylethyl)phthalazin-1-amine BrC1=NN=C(C2=CC=CC=C12)NCCC1=CC=C(C=C1)[N+](=O)[O-]